(R)-N-(1-hydroxypropan-2-yl)-3-(((3-(5-methylisoxazol-3-yl)-[1,2,4]triazolo[3,4-a]phthalazin-6-yl)oxy)methyl)isoxazole-5-carboxamide OC[C@@H](C)NC(=O)C1=CC(=NO1)COC1=NN2C(C3=CC=CC=C13)=NN=C2C2=NOC(=C2)C